3-((Methylthio)methyl)-1-(1H-pyrrole-2-carbonyl)cyclobutane-1-carboxylic acid benzyl ester C(C1=CC=CC=C1)OC(=O)C1(CC(C1)CSC)C(=O)C=1NC=CC1